(S)-quinuclidin-3-yl (7-(4-(cyanomethyl)phenyl)-3,3-dimethylchroman-4-yl)carbamate C(#N)CC1=CC=C(C=C1)C1=CC=C2C(C(COC2=C1)(C)C)NC(O[C@@H]1CN2CCC1CC2)=O